CCCCCCCC(=C)O (2S,6Z)-nonen-2-ol